N'-(4-chlorophenyl)-3-oxo-1,3-dihydroisobenzofuran-5-carboxylic acid hydrazide ClC1=CC=C(C=C1)NNC(=O)C=1C=C2C(OCC2=CC1)=O